BrC1=CC=C(C=C1)C=1N=C2N(C=CC=C2)C1CN1CCN(CC1)C(=O)C1CCCCC1 (4-{[2-(4-bromophenyl)imidazo[1,2-a]pyridin-3-yl]methyl}piperazin-1-yl)(cyclohexyl)methanone